ClC=1N=C2C(=C(C(N(C2=CC1)C)=O)C#N)N1CC2C(C1)CN(C2)CC2=C(C=C(C=C2)Cl)O 6-chloro-4-[2-[(4-chloro-2-hydroxy-phenyl)methyl]-1,3,3a,4,6,6a-hexahydropyrrolo[3,4-c]pyrrol-5-yl]-1-methyl-2-oxo-1,5-naphthyridine-3-carbonitrile